FC=1C=C(C=CC1)C1=NN2C(CN(CC2)C(C=C)=O)=C1C1=CC=NC=C1 1-[2-(3-fluorophenyl)-3-(pyridin-4-yl)-6,7-dihydropyrazolo[1,5-a]pyrazin-5(4H)-yl]prop-2-en-1-one